(S)-3-methyl-1-(6-(N-(6-(2-propylphenyl)-5-(trifluoromethyl)pyridin-2-yl)sulfamoyl)pyridin-2-yl)piperidine-3-carboxylic acid C[C@]1(CN(CCC1)C1=NC(=CC=C1)S(NC1=NC(=C(C=C1)C(F)(F)F)C1=C(C=CC=C1)CCC)(=O)=O)C(=O)O